[2-(1H-indol-4-yl)ethyl]-2-{2-[(2-methylphenyl)amino]acetamido}benzamide N1C=CC2=C(C=CC=C12)CCC=1C(=C(C(=O)N)C=CC1)NC(CNC1=C(C=CC=C1)C)=O